(RS)-5-tert-butyl-2-[2-(2,6-difluorophenyl)-4,5-dihydro-1,3-oxazol-4-yl]Phenetole C(C)(C)(C)C=1C=CC(=C(C1)OCC)[C@H]1N=C(OC1)C1=C(C=CC=C1F)F |r|